C(C)(C)(C)N1CCC(CC1)CCP(=O)(OCC1=CC=CC=C1)OCC1=CC=CC=C1 tert-butyl-4-(2-(bis(benzyl-oxy)phosphoryl)ethyl)piperidine